(3R)-4-chloro-3-(4-chlorophenyl)-2-[(5-chloropyridin-2-yl)methyl]-6-(2-hydroxypropan-2-yl)-3-methoxy-2,3-dihydro-1H-isoindol-1-one ClC1=C2[C@](N(C(C2=CC(=C1)C(C)(C)O)=O)CC1=NC=C(C=C1)Cl)(OC)C1=CC=C(C=C1)Cl